NC1=NC=2C=NC(=CC2C2=C1[C@H](OC2)C)C(=O)N(C)CC2=NC=C(C=C2)C#N (3R)-4-amino-N-((5-cyano-2-pyridinyl)methyl)-N,3-dimethyl-1,3-dihydrofuro[3,4-c][1,7]naphthyridine-8-carboxamide